SCSC1SC(C(S1)S)(S)SCS bis(mercaptomethylthio)-1,5-dimercapto-2,4-dithiolane